(2s,6s)-2-(hydroxymethyl)-6-methylmorpholine-4-carboxylic acid tert-butyl ester C(C)(C)(C)OC(=O)N1C[C@H](O[C@H](C1)C)CO